(4-(2-(2-(4-(4-(2-((S)-2-cyano-4,4-difluoropyrrolidin-1-yl)-2-oxoethylcarbamoyl)quinolin-6-yl)phenoxy)ethylamino)ethoxy)phenyl)quinoline-4-carboxamide C(#N)[C@H]1N(CC(C1)(F)F)C(CNC(=O)C1=CC=NC2=CC=C(C=C12)C1=CC=C(OCCNCCOC2=CC=C(C=C2)C2=NC3=CC=CC=C3C(=C2)C(=O)N)C=C1)=O